5-((2-((6-Fluoropyridin-3-yl)amino)pyridin-4-yl)oxy)-4-phenylthiazol-2-amine FC1=CC=C(C=N1)NC1=NC=CC(=C1)OC1=C(N=C(S1)N)C1=CC=CC=C1